Cl.COC(=O)[C@]1(NCCC1)C (S)-2-methylpyrrolidine-2-carboxylic acid methyl ester hydrochloride